N1(CCCC1)C(=O)[O-] tetrahydropyrrole-1-carboxylate